CN(S(N[C@H]1CCC2=CC=C(C(N2[C@H]1COC1CCC(CC1)C)=O)C)(=O)=O)C |r| rac-N,N-dimethyl-N'-[(3S,4R)-7-methyl-4-({[(1s,4S)-4-methylcyclohexyl]oxy}methyl)-6-oxo-1,3,4,6-tetrahydro-2H-quinolizin-3-yl]sulfuric diamide